benzyl glycinate azide [N-]=[N+]=[N-].NCC(=O)OCC1=CC=CC=C1